norbornenedione C12C=CC(C(C1=O)=O)C2